7-(2,5-dimethyl-4-(4,4,5,5-tetramethyl-1,3,2-dioxaborolan-2-yl)phenyl)-1-methyl-6,7-dihydro-1H-pyrazolo[3,4-f][1,4]oxazepin CC1=C(C=C(C(=C1)B1OC(C(O1)(C)C)(C)C)C)N1CCOC=2C(=C1)N(NC2)C